COC=1C=C(C=C(C1)OC)[C@@H]1CC(CCCC1)=O (S)-3-(3,5-dimethoxyphenyl)cycloheptan-1-one